(7S)-N-(4-((tert-butylsulfinyl)amino)-4-(trifluoromethyl)cyclohexyl)-4-(5-(5-fluoro-2-methoxypyridin-4-yl)-1H-pyrazole-3-carbonyl)-4-azaspiro[2.5]octane-7-carboxamide C(C)(C)(C)S(=O)NC1(CCC(CC1)NC(=O)[C@H]1CCN(C2(CC2)C1)C(=O)C1=NNC(=C1)C1=CC(=NC=C1F)OC)C(F)(F)F